COC(C1CCN(CC1)C=1C=CC2=C(OCCN2C(=O)OCC2=CC=CC=C2)C1)OC benzyl 7-(4-(dimethoxymethyl)piperidin-1-yl)-2,3-dihydro-4H-benzo[b][1,4]oxazine-4-carboxylate